C(C)(C)(C)OC(=O)N[C@H](C)C1=CC=C2C(=N1)NC(=C2)C2=NC1=C(N2C)C=C(C(=C1)C(=O)OC)C methyl (R)-2-(6-(1-((tert-butoxycarbonyl)amino)ethyl)-1H-pyrrolo[2,3-b]pyridin-2-yl)-1,6-dimethyl-1H-benzo[d]imidazole-5-carboxylate